trans-2-bromo-N-(4-((5-chloro-4-(3-(2-oxopyridin-1(2H)-yl)phenyl)pyrimidin-2-yl)amino)cyclohexyl)acetamide BrCC(=O)N[C@@H]1CC[C@H](CC1)NC1=NC=C(C(=N1)C1=CC(=CC=C1)N1C(C=CC=C1)=O)Cl